(E)-3-[4-[(E)-3-[4-(Hydroxymethyl)phenyl]-3-oxoprop-1-enyl]phenyl]-N-(oxan-2-yloxy)prop-2-enamide OCC1=CC=C(C=C1)C(/C=C/C1=CC=C(C=C1)/C=C/C(=O)NOC1OCCCC1)=O